COC1=CC=C(COC=2N=CC3=CC(=CC=C3C2)N=C(C2=CC=CC=C2)C2=CC=CC=C2)C=C1 N-(3-((4-methoxybenzyl)oxy)isoquinolin-7-yl)-1,1-diphenylmethanimine